3-hydroxy-4H-benzo[e][1,2,4]thiadiazine 1,1-dioxide OC1=NS(C2=C(N1)C=CC=C2)(=O)=O